4-(2-((2-chloro-4-fluorophenyl)amino)-5-methylpyrimidin-4-yl)-N-(1-(3-chlorophenyl)-2-hydroxyethyl)-1H-pyrrole-2-carboxamide ClC1=C(C=CC(=C1)F)NC1=NC=C(C(=N1)C=1C=C(NC1)C(=O)NC(CO)C1=CC(=CC=C1)Cl)C